BrC1=CC=C(CN2C(=NC3=C2C=C(C(=C3)OC)OC)N)C=C1 1-(4-bromobenzyl)-5,6-dimethoxy-1H-benzo[d]imidazole-2-Amine